N[C@H](C(=O)O)CC#C (2S)-2-amino-4-pentynoic acid